C(C)(C)(C)C1=CC=C(C=C1)CC1OCC(CO1)=O 2-[(4-tert-butylphenyl)methyl]-1,3-dioxan-5-one